CN(C1CCC1)CCC1=CNC2=C(C(=C(C=C12)F)F)F N-methyl-N-(2-(5,6,7-trifluoro-1H-indol-3-yl)ethyl)cyclobutanamine